6-bromo-4-methoxy-1-(4-methoxybenzyl)-1H-benzo[d]imidazole BrC=1C=C(C2=C(N(C=N2)CC2=CC=C(C=C2)OC)C1)OC